[C@@]12(C(=O)CC(CC1)C2(C)C)CS(=O)(=O)O |r| (R/S)-camphorsulfonic acid